NC1=NC=2C=CC(=CC2C2=C1C=NN2C)C(=O)N(N(C(=O)C=2N=NC=CC2)C)CC2=NC=C(C=C2)C(F)(F)F l-4-amino-N',1-dimethyl-N'-(pyridazine-3-carbonyl)-N-((5-(trifluoromethyl)pyridin-2-yl)methyl)-1H-pyrazolo[4,3-c]quinoline-8-carbohydrazide